FC1=C(C=CC=C1F)[C@H](CC1=NC(=NC(=N1)N[C@@H](CO)CC(C)C)NS(=O)(=O)C)C N-(4-((S)-2-(2,3-difluorophenyl)propyl)-6-(((R)-1-hydroxy-4-methylpent-2-yl)amino)-1,3,5-triazin-2-yl)methanesulfonamide